(5-[2-(3,4-difluorophenyl)propan-2-yl]-4H-1,2,4-triazol-3-yl)acetic acid FC=1C=C(C=CC1F)C(C)(C)C=1NC(=NN1)CC(=O)O